ClC1=C(C=CC=C1)C1=C2N(C(=NC1=O)S)C=CC(=C2)C2CC2 4-(2-chlorophenyl)-6-cyclopropyl-1-sulfanyl-pyrido[1,2-c]pyrimidin-3-one